BrC=1C=C(C=C2C(C=C(OC12)N1CCC(CC1)Cl)=O)C 8-bromo-2-(4-chloro-1-piperidinyl)-6-methyl-chromen-4-one